(R)-4-(3,6-dichloropyridazin-4-yl)-3-(hydroxymethyl)piperazine-1-carboxylic acid tert-butyl ester C(C)(C)(C)OC(=O)N1C[C@@H](N(CC1)C1=C(N=NC(=C1)Cl)Cl)CO